1-(2-Methylimidazo[1,2-a]pyridin-5-yl)-5-(trifluoromethyl)-N-(2-(trifluoromethyl)pyridin-4-yl)-1H-pyrazol-4-carboxamid CC=1N=C2N(C(=CC=C2)N2N=CC(=C2C(F)(F)F)C(=O)NC2=CC(=NC=C2)C(F)(F)F)C1